ClC1=NC=C(C(=N1)C1=CC(=C(C=C1)C)F)Cl 2,5-dichloro-4-(3-fluoro-4-methylphenyl)pyrimidine